C(#N)C1=CC=C2C=CC(=CC2=C1)C1=NC(=NO1)C1N(CCC1)C#N 2-(5-(7-Cyanonaphthalen-2-yl)-1,2,4-oxadiazol-3-yl)pyrrolidine-1-carbonitrile